ClC=1C(=NC=C(C1)C(F)(F)F)NC1(CCOC2=CC(=CC=C12)C(F)(F)F)CO (4-((3-chloro-5-(trifluoromethyl)pyridin-2-yl)amino)-7-(trifluoromethyl)chroman-4-yl)methanol